C(C=C)C1(NCCC1)CC=C 2,2-diallyl-pyrrolidine